BrC=1C=C(C(=O)OC)C=CC1OCC(CCCOS(=O)(=O)C1=CC=C(C)C=C1)C1CC1 methyl 3-bromo-4-((2-cyclopropyl-5-(tosyloxy)pentyl)oxy)benzoate